2-(((S)-1-(((S)-1,1-bis(4-ethoxyphenyl)propan-2-yl)amino)-1-oxopropan-2-yl)carbamoyl)-4-methoxypyridin-3-yl isobutyrate C(C(C)C)(=O)OC=1C(=NC=CC1OC)C(N[C@H](C(=O)N[C@H](C(C1=CC=C(C=C1)OCC)C1=CC=C(C=C1)OCC)C)C)=O